CN1C=NC(=C1)C(=O)N1CCCCC1 1-[(1-methyl-1H-imidazol-4-yl)carbonyl]piperidin